N1N=C(N=C1)CCO 1H-1,2,4-triazol-ethanol